Cl.Cl.Cl.C1N(CC12CNCC2)CC(C(=O)N[C@H]2CN(CCC2)CC2=CC(=NC=C2)C(=O)NC2=CC=C(C=C2)C2=CC1=C(N=CN=C1N1CCOCC1)N2)=C (R)-4-((3-(2-((2,6-diazaspiro[3.4]octan-2-yl)methyl)acrylamido)piperidin-1-yl)methyl)-N-(4-(4-morpholino-7H-pyrrolo[2,3-d]pyrimidin-6-yl)phenyl)picolinamide trihydrochloride